tert-butyl N-[(3S,4R)-4-(3-bromophenoxy)-1-carbamoylpentan-3-yl]carbamate BrC=1C=C(O[C@@H]([C@H](CCC(N)=O)NC(OC(C)(C)C)=O)C)C=CC1